ETHANEDIAMINE C(=O)(C(=O)N)N